C(C)C1=C(NC2=CC=C(C=C12)C1=NOC(=N1)[C@@H]1CNCC1)C1=CC(=NC=C1)C (S)-3-(3-ethyl-2-(2-methylpyridin-4-yl)-1H-indol-5-yl)-5-(pyrrolidin-3-yl)-1,2,4-oxadiazole